C(C)(=O)[O-].C(CCCCCCCCCC)[NH+]1C(=CC=C1)CC 1-Undecyl-2-ethylpyrrolium acetat